methylbiphenyl-2-carboxylate COC(=O)C=1C(=CC=CC1)C1=CC=CC=C1